3,3-difluoro-N-{4-fluoro-3-[5-(pyridin-2-yl)-2H-pyrazolo[3,4-b]pyridin-2-yl]phenyl}azetidine-1-carboxamide FC1(CN(C1)C(=O)NC1=CC(=C(C=C1)F)N1N=C2N=CC(=CC2=C1)C1=NC=CC=C1)F